ClC=1C=CC(=C(C1)C=1C=C(C=2OCCNC2N1)C=1C=C2C(=NC1)NC=N2)F 6-(5-chloro-2-fluorophenyl)-8-{3H-imidazo[4,5-b]pyridin-6-yl}-2H,3H,4H-pyrido[3,2-b][1,4]oxazine